3-phenyl-1-(3-pyridyl)-1-propanone C1(=CC=CC=C1)CCC(=O)C=1C=NC=CC1